OC(CO[C@@H]1CC[C@H](CC1)NC(=O)C=1C=NC(=NC1)N1N=C(C2=CC=CC=C12)C)(C)C N-(trans-4-(2-hydroxy-2-methylpropoxy)cyclohexyl)-2-(3-methyl-1H-indazol-1-yl)pyrimidine-5-carboxamide